benzyl (S)-2-(cyanomethyl)-4-(6-(2-fluoro-6-hydroxybenzyl)-2-(((S)-1-methylpyrrolidin-2-yl)methoxy)-6,7-dihydro-5H-pyrrolo[3,4-d]pyrimidin-4-yl)piperazine-1-carboxylate C(#N)C[C@@H]1N(CCN(C1)C=1C2=C(N=C(N1)OC[C@H]1N(CCC1)C)CN(C2)CC2=C(C=CC=C2O)F)C(=O)OCC2=CC=CC=C2